FC1([C@@H](C[C@H]2C[C@@H]([C@H]3[C@@H]4CC[C@H]([C@@H](CCC(=O)OC)C)[C@]4(CC[C@@H]3[C@]2(C1)C)C)OC)OC)F methyl 2,2-difluoro-3β,7β-dimethoxy-5β-cholanate